FC(C(=O)O)(F)F.C1(=CC=CC=C1)C1=CN=C(N1)C1=NC=CC(=C1)C=1C=NN(C1)CC=1C=C(C#N)C=CC1 3-((4-(2-(5-Phenyl-1H-imidazol-2-yl)pyridin-4-yl)-1H-pyrazol-1-yl)methyl)benzonitrile trifluoroacetate salt